FC(C1=NN2C(C=C(C(=C2)C=2CCN(CC2)C(=O)OC(C)(C)C)C)=N1)F tert-Butyl 4-[2-(difluoromethyl)-7-methyl-[1,2,4]triazolo[1,5-a]pyridin-6-yl]-3,6-dihydro-2H-pyridine-1-carboxylate